4'-((6-((tert-butoxycarbonyl)amino)hexyl)oxy)-2,3,4,5-tetrahydro-[1,1'-biphenyl]-4-carboxylic acid C(C)(C)(C)OC(=O)NCCCCCCOC1=CC=C(C=C1)C=1CCC(CC1)C(=O)O